CO[Si](OC)(OC)CNC1=CC=CC=C1 N-((trimethoxysilyl)methyl)aniline